5-(benzyloxy)-6-chloro-N-(4,4-difluoropyrrolidin-3-yl)-2-methylbenzofuran-3-carboxamide C(C1=CC=CC=C1)OC=1C(=CC2=C(C(=C(O2)C)C(=O)NC2CNCC2(F)F)C1)Cl